FC1=CC(=C(C=C1)N1C(C(=CC=C1)C(=O)NC1=CC=C(C=C1)C(C)(C)O)=O)OCC(C(F)(F)F)(F)F 1-[4-fluoro-2-(2,2,3,3,3-pentafluoropropoxy)phenyl]-N-[4-(2-hydroxypropan-2-yl)phenyl]-2-oxo-1,2-dihydropyridine-3-carboxamide